N-[(1R)-1-[(4-chlorophenyl)methyl]-2-[4-cyclohexyl-4-(1H-1,2,4-triazol-1-ylmethyl)-1-piperidinyl]-2-oxoethyl]-6-(1H-imidazol-1-yl)-3-pyridinecarboxamide ClC1=CC=C(C=C1)C[C@H](C(=O)N1CCC(CC1)(CN1N=CN=C1)C1CCCCC1)NC(=O)C=1C=NC(=CC1)N1C=NC=C1